6-(4-methoxyphenyl)-2,3,4-triphenylpyridine COC1=CC=C(C=C1)C1=CC(=C(C(=N1)C1=CC=CC=C1)C1=CC=CC=C1)C1=CC=CC=C1